CC(CC(C)(C)C)(C)CC(C(=O)O[O-])(C)C 1,1,3,3-tetramethylbutylperoxypivalate